L-glutamic acid N,N-diacetic acid di-potassium salt [K+].[K+].C(CN([C@@H](CCC(=O)[O-])C(=O)[O-])CC(=O)O)(=O)O